2-((1,3-dimethoxypropan-2-yl)oxy)ethan-1-ol COCC(COC)OCCO